COC1=C2C=CN(C2=CC=C1)S(=O)(=O)C1=CC=CC=C1 4-Methoxy-1-(phenylsulfonyl)-1H-indole